4-(2-carboxyphenyl)piperidine-1-carboxylic acid t-butyl ester C(C)(C)(C)OC(=O)N1CCC(CC1)C1=C(C=CC=C1)C(=O)O